2,5,8,11,18,25,28-heptaoxa-14,21-diazahentriacontan-31-oic acid COCCOCCOCCOCCNCCCOCCNCCCOCCOCCC(=O)O